5-vinyl-pyridazine C(=C)C=1C=CN=NC1